4-hydroxy-1H-pyrano[3,4-c]pyridine-3,8(4H,7H)-dione OC1C(OCC=2C(NC=CC21)=O)=O